perfluoro(2,4-dimethyl-3-heptanone) FC(C(C(C(C(C(C(F)(F)F)(F)F)(F)F)(C(F)(F)F)F)=O)(C(F)(F)F)F)(F)F